COC=1C=CC2=C(NC(S2)=O)C1 5-methoxybenzothiazole-2-one